1,2-bis(octahydro-4,7-dimethyl-1H-1,4,7-triazonine-1-yl)ethane CN1CCN(CCN(CC1)C)CCN1CCN(CCN(CC1)C)C